(2r,5s)-4-benzyl-5-methyl-2-(methyl-d3)piperazine-1-carboxylic acid tert-butyl ester C(C)(C)(C)OC(=O)N1[C@@H](CN([C@H](C1)C)CC1=CC=CC=C1)C([2H])([2H])[2H]